guanidino-2-(3-benzoylphenyl)propionic acid N(C(=N)N)C(C(=O)O)(C)C1=CC(=CC=C1)C(C1=CC=CC=C1)=O